(2S,3R)-2-amino-N-methyl-3-(2,2,2-trifluoroethoxy)butanamide N[C@H](C(=O)NC)[C@@H](C)OCC(F)(F)F